FC1=CC=C(C=C1)C=1C=C2C(=NC=NC2=C(C1)S(=O)(=O)N1CCN(CC1)C(=O)OCC1=CC=CC=C1)O benzyl 4-((6-(4-fluorophenyl)-4-hydroxyquinazolin-8-yl)sulfonyl)piperazine-1-carboxylate